C(C)(C)(C)OC(=O)NCC1=CC=C(C=C1)C1=CC=C(C=C1)CC(=O)O 2-[4-[4-[(tert-butoxycarbonylamino)methyl]phenyl]phenyl]acetic acid